CC1=C(C=NN1)C(=O)NC1CC2(C1)CC(C2)OC2=C(C=C1C(=N2)N(N=C1)C)C(N)=O 5-methyl-N-[(4s)-6-({5-carbamoyl-1-methyl-1H-pyrazolo[3,4-b]pyridin-6-yl}oxy)spiro[3.3]heptan-2-yl]-1H-pyrazole-4-carboxamide